NC=1C(=C(C=CC1)O)Br 3-Amino-2-bromophenol